N1=C(C=CC=C1[13C](=O)N)C(=O)N pyridine-2,6-dicarboxamide-13C